CN(C)CCCCC(C(=O)N)=C 4-(N,N-dimethylamino)butylacrylamide